(1s,3s)-3-(2-(trifluoromethyl)-1H-imidazol-1-yl)cyclobutyl ((7-chloro-2-(2,6-dioxopiperidin-3-yl)-4-fluoro-3-oxoisoindolin-5-yl)methyl)carbamate ClC=1C=C(C(=C2C(N(CC12)[C@@H]1C(NC(CC1)=O)=O)=O)F)CNC(OC1CC(C1)N1C(=NC=C1)C(F)(F)F)=O